ethyl 2-(1,1,2,2,2-pentafluoroethyl)-4-(prop-1-en-2-yl)imidazo[1,2-a]1,8-naphthyridine-8-carboxylate FC(C(F)(F)F)(F)C=1C=C(C=2C=CC=3N(C2N1)C=C(N3)C(=O)OCC)C(=C)C